CC=1C2=C(N=NC1C1=C(C=C(C=C1)C(F)(F)F)O)N(C(=N2)C)[C@H]2CN(CCC2)C (R)-2-(4,6-dimethyl-7-(1-methylpiperidin-3-yl)-7H-imidazo[4,5-c]pyridazin-3-yl)-5-(trifluoromethyl)phenol